FC1(CCC(CC1)N1C=C2C(=NN=C(C2=CC1=O)C)N[C@H](C)C1=C(C(=CC=C1)C(F)F)F)F (R)-6-(4,4-difluorocyclohexyl)-4-((1-(3-(difluoromethyl)-2-fluorophenyl)ethyl)amino)-1-methylpyrido[3,4-d]pyridazin-7(6H)-one